FC=1C(=C(C=NC1)C1CN(C1)C(=O)OC(C)(C)C)OC tert-butyl 3-(5-fluoro-4-methoxypyridin-3-yl)azetidine-1-carboxylate